C(C1=CC=CC=C1)OC(=O)N[C@H](C(=O)N1[C@@H]([C@H]2C([C@H]2C1)(C)C)C(=O)O)[C@@H](CC)C (1R,2S,5S)-3-[(2S,3R)-2-(benzyloxycarbonylamino)-3-methyl-pentanoyl]-6,6-dimethyl-3-azabicyclo[3.1.0]hexane-2-carboxylic acid